6-bromo-3-methylbenzo[d]isothiazole 1,1-dioxide BrC1=CC2=C(C(=NS2(=O)=O)C)C=C1